N-(1-(2-(5-chloro-1H-indol-3-yl)ethyl)-4-(methoxymethyl)piperidin-4-yl)-N-phenylbutyramide ClC=1C=C2C(=CNC2=CC1)CCN1CCC(CC1)(COC)N(C(CCC)=O)C1=CC=CC=C1